ClC=1C(=C(C=CC1)NC1=C(NC2=C1C(NCC2)=O)C2=CC=NC1=CC=C(N=C21)OCCN2CCOCC2)OC 3-[(3-chloro-2-methoxyphenyl)amino]-2-{6-[2-(morpholin-4-yl)ethoxy]-1,5-naphthyridin-4-yl}-1H,5H,6H,7H-pyrrolo[3,2-c]pyridin-4-one